4-(1-acryloylpiperidin-3-yl)-3-(difluoromethyl)-5-fluoro-2-methyl-1H-indole-7-carboxamide C(C=C)(=O)N1CC(CCC1)C1=C2C(=C(NC2=C(C=C1F)C(=O)N)C)C(F)F